BrC1=CC=2C3=C(NC2C=C1)C(=NC(=N3)C([2H])([2H])[2H])N3CCC(CC3)CP(OCC)(OCC)=O diethyl ((1-(8-bromo-2-(methyl-d3)-5H-pyrimido[5,4-b]indol-4-yl)piperidin-4-yl)methyl)phosphonate